C[C@@H]1N([C@@H](CC(C1)=O)C)C(=O)OC(C)(C)C tert-butyl (2S,6R)-2,6-dimethyl-4-oxo-piperidine-1-carboxylate